(R)-(3-Aminopiperidin-1-yl)(7-ethoxy-2-(1-ethyl-1H-indol-2-yl)-1-methyl-1H-benzo[d]imidazol-5-yl)methanon N[C@H]1CN(CCC1)C(=O)C1=CC2=C(N(C(=N2)C=2N(C3=CC=CC=C3C2)CC)C)C(=C1)OCC